C(C)OC(=O)C=1N2C(SC1[Sn](CCCC)(CCCC)CCCC)=CC=N2 2-(tributylstannyl)pyrazolo[5,1-b]thiazole-3-carboxylic acid ethyl ester